tert-butyl (3-(2-amino-5-fluorophenyl)propyl)(3-(2-bromo-5-chloro-4-fluorobenzamido)-6-methoxypyridin-2-yl)-carbamate NC1=C(C=C(C=C1)F)CCCN(C(OC(C)(C)C)=O)C1=NC(=CC=C1NC(C1=C(C=C(C(=C1)Cl)F)Br)=O)OC